N[C@H]1CN(CCC1)C(=O)C1=NN(C(=C1)C1=CC(=C(C#N)C=C1)F)C1=CC=C(C=C1)N1CCC(CC1)OCCO (R)-4-(3-(3-aminopiperidine-1-carbonyl)-1-(4-(4-(2-hydroxyethoxy)piperidin-1-yl)phenyl)-1H-pyrazol-5-yl)-2-fluorobenzonitrile